(R)-N-(1-(2-(2,2-difluorobenzo[d][1,3]dioxol-5-yl)quinolin-4-yl)ethyl)-5-(2-(dimethylamino)ethoxy)-2-methylbenzamid FC1(OC2=C(O1)C=CC(=C2)C2=NC1=CC=CC=C1C(=C2)[C@@H](C)NC(C2=C(C=CC(=C2)OCCN(C)C)C)=O)F